ClC=1C=C(C=CC1)C=1C(=CC=C2C=C[C+]=CC12)C1=CC=C(C=C1)C1=NC2=C(N1C1=CC=CC=C1)C=CC=C2 8-(3-chlorophenyl)-7-(4-(1-phenyl-1H-benzo[d]imidazol-2-yl)phenyl)naphthalen-2-ylium